methyl 1-[5-[1-(2,6-dichlorophenyl)azetidin-3-yl]-7-methyl-indan-1-yl]piperidine-4-carboxylate ClC1=C(C(=CC=C1)Cl)N1CC(C1)C=1C=C2CCC(C2=C(C1)C)N1CCC(CC1)C(=O)OC